N-(2-fluorophenyl)-2-oxo-4-[4-(trifluoromethyl)phenyl]-3-piperidinecarboxamide FC1=C(C=CC=C1)NC(=O)C1C(NCCC1C1=CC=C(C=C1)C(F)(F)F)=O